2-methyl-N-pyrimidinyl-indoline CC1N(C2=CC=CC=C2C1)C1=NC=CC=N1